C(C)(=O)OCC1=CC(=CC=C1)C(F)(F)F (3-trifluoromethylbenzyl) acetate